C1CC12OCCC(C2)N2N=CC(=C2)C=2C(=C(C=CC2)NC2=C(N=NC(=C2)NC(=O)C2CC2)C(=O)N)OC 4-((3-(1-(4-oxaspiro[2.5]octan-7-yl)-1H-pyrazol-4-yl)-2-methoxyphenyl)amino)-6-(cyclopropanecarboxamido)pyridazine-3-carboxamide